O=C1N(C2=CC=CC=C2C(N1)=O)CC=1C=C(C(=O)O)C=CC1 3-((2,4-dioxo-3,4-dihydroquinazolin-1(2H)-yl)methyl)benzoic acid